1-{4-[10-(biphenyl-4-yl)-9-anthracenyl]phenyl}-2-ethyl-1H-benzimidazole C1(=CC=C(C=C1)C1=C2C=CC=CC2=C(C2=CC=CC=C12)C1=CC=C(C=C1)N1C(=NC2=C1C=CC=C2)CC)C2=CC=CC=C2